FC1(CC(C1)COC1=C(C=CC(=C1F)F)[C@@H]1[C@@H](O[C@@]([C@@H]1C)(C(F)(F)F)C)C(=O)NC1=CC(=NC=C1)C(=O)N)F 4-[[(2R,3R,4R,5S)-3-[2-[(3,3-Difluorocyclobutyl)methoxy]-3,4-difluoro-phenyl]-4,5-dimethyl-5-(trifluoromethyl)tetrahydrofuran-2-carbonyl]amino]pyridin-2-carboxamid